dihydroxy-2-methylpropane OC(C(C)C)O